OC1=CC(=NC(=N1)C=1C=NN2C1SC=C2)C(=O)N2CCC(CC2)NC(OC)=O methyl {1-[6-hydroxy-2-(pyrazolo[5,1-b][1,3]thiazol-7-yl)pyrimidine-4-carbonyl]piperidin-4-yl}carbamate